N-[2-(2-hydroxy-7-azaspiro[3.5]nonan-7-yl)-5-(trifluoromethyl)-3-pyridyl]-5-tetrahydropyran-4-yl-furan-2-carboxamide OC1CC2(C1)CCN(CC2)C2=NC=C(C=C2NC(=O)C=2OC(=CC2)C2CCOCC2)C(F)(F)F